tert-Butyl (4-(2-((4-(6-((2S,6R)-2,6-dimethylmorpholino)pyridin-2-yl)thiazol-2-yl)carbamoyl)pyrrolidine-1-carbonyl)phenyl)carbamate C[C@@H]1O[C@@H](CN(C1)C1=CC=CC(=N1)C=1N=C(SC1)NC(=O)C1N(CCC1)C(=O)C1=CC=C(C=C1)NC(OC(C)(C)C)=O)C